COC(CC1=CC(=C(C=C1)C#N)F)=O 2-(4-Cyano-3-fluorophenyl)acetic acid methyl ester